aminohexahydrofuro[3,2-b]furanol NC1(CC2C(O1)CCO2)O